2-DIMETHYLAMINOPYRIMIDINYL-5-BORONIC ACID B(C1=CN=C(N=C1)N(C)C)(O)O